4-chloro-5-methyl-2-vinylphenol ClC1=CC(=C(C=C1C)O)C=C